C(C1=CC=CC=C1)SC=1C2=C(N=C(N1)OC[C@]13CCCN3C[C@@H](C1)O[Si](C1=CC=CC=C1)(C1=CC=CC=C1)C(C)(C)C)C(=C(N=C2)Cl)F 4-(benzylthio)-2-(((2R,7aS)-2-((tert-butyldiphenylsilyl)oxy)hexahydro-1H-pyrrolizin-7a-yl)methoxy)-7-chloro-8-fluoropyrido[4,3-d]pyrimidine